C[C@@]12CC(=O)N[C@@]13C[C@H]4[C@H]([C@](C(=N4)C[C@@H]5[C@H]([C@@H](C(=N5)/C=C\\6/[C@H]([C@@H](/C(=C/C(=N3)[C@H]2CCC(=O)[O-])/[N-]6)CC(=O)[O-])CCC(=O)[O-])CCC(=O)[O-])CC(=O)[O-])(C)CC(=O)N)CCC(=O)[O-].[Ni] The molecule is a cyclic tetrapyrrole anion obtained by deprotonation of the carboxy groups of 15,17(3)-seco-F430-17(3)-acid; major species at pH 7.3. It is a hexacarboxylic acid anion and a cyclic tetrapyrrole anion. It is a conjugate base of a 15,17(3)-seco-F430-17(3)-acid.